F[C@H]1C[C@H](C2=CC=CC=C12)NC(\C=C\C1=CC=C2C=NNC2=C1)=O (E)-N-((1r,3s)-3-fluoro-2,3-dihydro-1H-inden-1-yl)-3-(1H-indazol-6-yl)acrylamide